FC1(C(CN(C1)C)N1CSC(=C1C)COC=1C=CC2=C(C=C(O2)C)C1)F N-(4,4-difluoro-1-methylpyrrolidin-3-yl)-2-methyl-5-((4-methylthiazol-5-yl)methoxy)benzofuran